4-((((3R,5aS,6R,8aS,9R,10S,12R,12aR)-3,6,9-trimethyldecahydro-12H-3,12-epoxy[1,2]dioxepino[4,3-i]isochromen-10-yl)methyl)carbamoyl)pyridine 1-oxide C[C@]12CC[C@H]3[C@@H](CC[C@H]4[C@H]([C@H](O[C@@H]([C@@]34OO1)O2)CNC(=O)C2=CC=[N+](C=C2)[O-])C)C